FC1=C(C=C(C(=C1)C)S(=O)CC(F)(F)F)N1N=C(N=C1N)C(F)(F)F 1-{2-fluoro-4-methyl-5-[(2,2,2-trifluoroethyl)sulfinyl]Phenyl}-3-(trifluoromethyl)-1H-1,2,4-triazol-5-amine